(S) or (R)-1-(difluoromethyl)-4-fluoro-N'-((3-methyl-2-(2,2,2-trifluoroethyl)-6,7-dihydro-5H-cyclopenta[b]pyridin-4-yl)carbamoyl)-1H-pyrazole-3-sulfonimidamide FC(N1N=C(C(=C1)F)[S@](=O)(N)=NC(NC1=C2C(=NC(=C1C)CC(F)(F)F)CCC2)=O)F |o1:8|